(S)-6-(3-(1-Cyanopyrrolidin-2-yl)-1,2,4-oxadiazol-5-yl)-[2,4'-bipyridine]-2-carbonitrile C(#N)N1C(CCC1)C1=NOC(=N1)C1=CC=C[C@](N1)(C1=CC=NC=C1)C#N